C(C1=CC=CC=C1)C1=NC(=NN1)C(=O)N[C@@H]1CCC2=C(N(C1=O)C)C=C(C=C2)CN2CCN(CC2)C2=CC=NC=C2 |r| (±)-5-Benzyl-N-(1-methyl-2-oxo-8-((4-(pyridin-4-yl)piperazin-1-yl)methyl)-2,3,4,5-tetrahydro-1H-benzo[b]azepin-3-yl)-1H-1,2,4-triazole-3-carboxamid